dilauryl phosphorothioate (dilaurylthiophosphate) C(CCCCCCCCCCC)S(=P(O)(O)O)CCCCCCCCCCCC.P(OCCCCCCCCCCCC)(OCCCCCCCCCCCC)(O)=S